bis[4-(4-aminophenoxy)phenyl]ether NC1=CC=C(OC2=CC=C(C=C2)OC2=CC=C(C=C2)OC2=CC=C(C=C2)N)C=C1